COC1=CC=C(C=N1)[C@@H](C)N (1R)-1-(6-Methoxypyridin-3-yl)ethanamine